ClC1C=2N(C3=CC=C(C=C3N1)C(=O)OC)C=NC2 methyl 4-chloro-4,5-dihydroimidazo[1,5-a]quinoxaline-7-carboxylate